C(C)(=O)OC1CCC(CC1)C(C)(C)C p-tert-butyl-cyclohexyl acetate